CCCCCCCCCCCCCCCC(=O)N[C@@H](CCC(=O)NCCCC[C@@H](C(=O)N[C@@H](CCC(=O)O)C(=O)N[C@@H](CC1=CC=CC=C1)C(=O)N[C@@H]([C@@H](C)CC)C(=O)N[C@@H](C)C(=O)N[C@@H](CC2=CNC3=CC=CC=C32)C(=O)N[C@@H](CC(C)C)C(=O)N[C@@H](C(C)C)C(=O)N[C@@H](CCCNC(=N)N)C(=O)NCC(=O)N[C@@H](CCCNC(=N)N)C(=O)NCC(=O)O)NC(=O)[C@H](C)NC(=O)[C@H](C)NC(=O)[C@H](CCC(=O)N)NC(=O)CNC(=O)[C@H](CCC(=O)O)NC(=O)[C@H](CC(C)C)NC(=O)[C@H](CC4=CC=C(C=C4)O)NC(=O)[C@H](CO)NC(=O)[C@H](CO)NC(=O)[C@H](C(C)C)NC(=O)[C@H](CC(=O)O)NC(=O)[C@H](CO)NC(=O)[C@H]([C@@H](C)O)NC(=O)[C@H](CC5=CC=CC=C5)NC(=O)[C@H]([C@@H](C)O)NC(=O)CNC(=O)[C@H](CCC(=O)O)NC(=O)[C@H](C)NC(=O)[C@H](CC6=CN=CN6)N)C(=O)O The molecule is a lipopeptide that is an analogue of human GLP-1 in which the lysine residue at position 27 is replaced by arginine and a hexadecanoyl group attached to the remaining lysine via a glutamic acid spacer. Used as an adjunct to diet and exercise to improve glycemic control in adults with type 2 diabetes mellitus. It has a role as a glucagon-like peptide-1 receptor agonist and a neuroprotective agent. It is a lipopeptide and a polypeptide.